(±)-trans-N-[8-amino-6-(1-methyl-4-oxo-2-pyridyl)-3-isoquinolyl]-2-cyano-cyclopropanecarboxamide NC=1C=C(C=C2C=C(N=CC12)NC(=O)[C@H]1[C@@H](C1)C#N)C=1N(C=CC(C1)=O)C |r|